C(C)(C)(C)C1=NC(=NO1)C1=CC=C(C=C1)C(=O)N1CC2(C1)CC(C2)N2N=C(N=C2)C2CC2 (4-(5-(tert-butyl)-1,2,4-oxadiazol-3-yl)phenyl)(6-(3-cyclopropyl-1H-1,2,4-triazol-1-yl)-2-azaspiro[3.3]heptan-2-yl)methanone